C(C1=CC=CC=C1)OC(=O)N1CC(CC1)OC(CCNC=1N=[N+](C2=C(N1)C=CC(=C2)Br)[O-])=O 3-((3-((1-(benzyloxycarbonyl)pyrrolidin-3-yl)oxy)-3-oxopropyl)amino)-7-bromo-benzo[e][1,2,4]triazine-1-oxide